Methyl (S)-2-amino-3-(4-hydroxyphenyl)-2-methylpropanoate hydrochloride Cl.N[C@](C(=O)OC)(CC1=CC=C(C=C1)O)C